BrC=1C=C(C=CC1)C(C=C)O 1-(3-bromophenyl)prop-2-en-1-ol